tert-Butyl ((1R,3S)-3-(((S)-1-(5-(((S)-1,1-dimethyl-2,3-dihydro-1H-inden-2-yl)amino)pyridin-2-yl)-2,2,2-trifluoroethyl)(methyl)carbamoyl)cyclopentyl)carbamate CC1([C@H](CC2=CC=CC=C12)NC=1C=CC(=NC1)[C@@H](C(F)(F)F)N(C(=O)[C@@H]1C[C@@H](CC1)NC(OC(C)(C)C)=O)C)C